1-((2-fluoro-4-(5-fluoro-2-((1-(tetrahydro-2H-pyran-4-yl)-1H-pyrazol-4-yl)amino)pyrimidin-4-yl)phenoxy)methyl)cyclopropane-carbonitrile FC1=C(OCC2(CC2)C#N)C=CC(=C1)C1=NC(=NC=C1F)NC=1C=NN(C1)C1CCOCC1